O=C1NC(CCC1N1C(C2=CC=C(C=C2C1)CN1CCC(CC1)N1CCN(CC1)C1=NC(=C(C(=O)N)C=C1)C1=CC=C(C=C1)OC1=CC=CC=C1)=O)=O 6-(4-(1-((2-(2,6-dioxopiperidin-3-yl)-1-oxoisoindoline-5-yl)methyl)piperidin-4-yl)piperazin-1-yl)-2-(4-phenoxyphenyl)nicotinamide